4-(6-methylquinolin-2-yl)thiazole CC=1C=C2C=CC(=NC2=CC1)C=1N=CSC1